B(C1=CC=C(C=C1)NC(=O)OC(C)(C)C)(O)O (4-BOC-AMINOPHENYL)BORONIC ACID